C(C1=CC=CC=C1)OC(=O)NCCC1=CC=C(C=C1)N1CC(N(CC1)C(=O)OC(C)(C)C)CO[Si](C)(C)C(C)(C)C tert-Butyl 4-(4-(2-(((benzyloxy)carbonyl)amino)ethyl)phenyl)-2-(((tertbutyldimethylsilyl)oxy)methyl)piperazine-1-carboxylate